C(C1=CC=CC=C1)OC(=O)[C@H](C(C)C)NCCC1(CCN(CC1)C(=O)OC)C(=O)[O-] methyl 4-[2-[[(1S)-1-benzyloxycarbonyl-2-methyl-propyl]amino]ethyl]piperidine-1,4-dicarboxylate